(E)-1-(2,4-Dihydroxyphenyl)-3-[4-[(3S,4R,5R,6S)-3,4,5-trihydroxy-3,6-bis(hydroxymethyl)oxan-2-yl]oxyphenyl]prop-2-en-1-one OC1=C(C=CC(=C1)O)C(\C=C\C1=CC=C(C=C1)OC1O[C@H]([C@@H]([C@H]([C@]1(CO)O)O)O)CO)=O